N[C@@H]1CN(CC1)C(CC)=O (S)-1-(3-aminopyrrolidin-1-yl)propan-1-one